tert-butyl (1S,2R,3R,5R)-2-fluoro-3-((6-(2-(methoxymethoxy)-4-((triisopropylsilyl)ethynyl)phenyl)pyridazin-3-yl)(methyl)amino)-8-azabicyclo[3.2.1]octane-8-carboxylate F[C@H]1[C@@H]2CC[C@H](C[C@H]1N(C)C=1N=NC(=CC1)C1=C(C=C(C=C1)C#C[Si](C(C)C)(C(C)C)C(C)C)OCOC)N2C(=O)OC(C)(C)C